COC1=CC=C(CN2N=CC3=C(C2=O)C(=NN3C(C(OCCC(=O)OCC)([2H])[2H])C)C(F)(F)F)C=C1 ethyl 3-(2-(5-(4-methoxybenzyl)-4-oxo-3-(trifluoromethyl)-4,5-dihydro-1H-pyrazolo[3,4-d]pyridazin-1-yl)propoxy-1,1-d2)propanoate